ClC1=C(C(=NC(=N1)SC)Cl)C Dichloro-5-methyl-2-methylthiopyrimidine